ClC1=NN=C2N1C1=CC=CC=C1C(=N2)N(C)C2=CC(=CC=C2)C2=NC=C(C=C2)C2CC2 chloro-N-(3-(5-cyclopropylpyridin-2-yl)phenyl)-N-methyl-[1,2,4]triazolo[4,3-a]quinazolin-5-amine